FC1=C2C=CNC2=CC(=C1OC=1C=CC(=C(C1)C=1NC=C(N1)[C@@]1(CCOC2=C(C=CC=C12)CCC(=O)OCC)C)F)F ethyl (R)-3-(4-(2-(5-((4,6-difluoro-1H-indol-5-yl)oxy)-2-fluorophenyl)-1H-imidazol-4-yl)-4-methylchroman-8-yl)propanoate